alpha-L-threose O[C@H]1[C@H](O)[C@@H](O)CO1